FC(C(=O)[O-])(F)F.FC1CC(C1)(C(NC1=CC=C(C=C1)F)=O)C1=[NH+]C=2CCCN(C2C=C1)C1=NC(=NC=C1)C 2-(3-fluoro-1-((4-fluorophenyl)carbamoyl)cyclobutyl)-5-(2-methylpyrimidin-4-yl)-5,6,7,8-tetrahydro-1,5-naphthyridin-1-ium 2,2,2-trifluoroacetate